C(C)C=1C(=CC=C2C=C(C=C(C12)C1=C(C=C2C(=NC(=NC2=C1F)OC[C@]12CCCN2C[C@@H](C1)F)N1CC2(CNC(O2)=O)CCC1)F)O)F 7-(7-(8-Ethyl-7-fluoro-3-hydroxynaphthalen-1-yl)-6,8-difluoro-2-(((2R,7aS)-2-fluorotetrahydro-1H-pyrrolizin-7a(5H)-yl)methoxy)quinazolin-4-yl)-1-oxa-3,7-diazaspiro[4.5]decan-2-one